NC1=C(SC2=NC(=CC=C21)C)C(=O)NC2CC=1C(=NC(=CC1)N1CC3(OCC(O3)(C)C)C(C1)N)OC2 3-amino-N-(7-{9-amino-2,2-dimethyl-1,4-dioxa-7-azaspiro[4.4]nonan-7-yl}-2H,3H,4H-pyrano[2,3-b]pyridin-3-yl)-6-methylthieno[2,3-b]pyridine-2-carboxamide